6-{8-[bis(2-cyano-2-methylideneethyl)amino]-7-ethoxynaphthalen-2-yl}-N-[1-(2-hydroxyethyl)piperidin-4-yl]pyridine-2-carboxamide C(#N)C(CN(C=1C(=CC=C2C=CC(=CC12)C1=CC=CC(=N1)C(=O)NC1CCN(CC1)CCO)OCC)CC(C#N)=C)=C